N-((5-cyclohexylpyridin-2-yl)methyl)-1-((2-(trimethylsilyl)ethoxy)methyl)-1H-benzo[d][1,2,3]triazol-6-amine C1(CCCCC1)C=1C=CC(=NC1)CNC=1C=CC2=C(N(N=N2)COCC[Si](C)(C)C)C1